C(=O)O.C(C)OC1=NC=CC=C1C1=NC(=C(C=C1)N1[C@@H](CN(CC1)C(=O)N1[C@@H](CCC1)C(F)(F)F)CC)OCCNC [2-({2'-ethoxy-5-[(2R)-2-ethyl-4-[(2S)-2-(trifluoromethyl)pyrrolidine-1-carbonyl]piperazin-1-yl]-[2,3'-bipyridin]-6-yl}oxy)ethyl](methyl)amine formate